C(CCCCCCCCCCCCCCC)[NH+](CC1=CC=CC=C1)C N-hexadecyl-N-methyl-N-benzyl-ammonium